(3,4-dimethylphenyl)methanone CC=1C=C(C=CC1C)C=O